NC1=NC=C(C2=C1C(=C(N2C)C2=C(C=C(C=C2)NC(C=C)=O)F)C2=CC(=C(C=C2)OC2=NC=C(C(=N2)C)Cl)F)C#N N-(4-(4-amino-3-(4-((5-chloro-4-methylpyrimidin-2-yl)oxy)-3-fluorophenyl)-7-cyano-1-methyl-1H-pyrrolo[3,2-c]pyridin-2-yl)-3-fluorophenyl)acrylamide